C1N(CC12CCC2)C2=CC=C(C=N2)C2=NNC1=CC=C(C=C21)O[C@H](C)C2=C(C(=NC=C2Cl)C)Cl 3-[6-(2-azaspiro[3.3]-heptan-2-yl)-3-pyridyl]-5-[(1R)-1-(3,5-dichloro-2-methyl-4-pyridyl)ethoxy]-1H-indazole